tert-Butyl (4-(2-chloro-3-fluoropyridin-4-yl)benzyl)carbamate ClC1=NC=CC(=C1F)C1=CC=C(CNC(OC(C)(C)C)=O)C=C1